NC1CC(C2=C1C=C(C=1C=C(N=CC21)C2CC2)S(=O)(=O)NCC(C)C)O 7-amino-3-cyclopropyl-9-hydroxy-N-isobutyl-8,9-dihydro-7H-cyclopenta[h]isoquinoline-5-sulfonamide